CC1=CC=C(C2=CC=CC=C12)OB(OC1=CC=C(C2=CC=CC=C12)C)OC1=CC=C(C2=CC=CC=C12)C.C(CCC)[N+](CCCC)(CCCC)CCCC tetrabutylammonium tris(4-methyl-1-naphthyl)borate